2-(4-(2-oxo-2-((4-(m-tolylamino)quinazolin-6-yl)amino)ethyl)phenoxy)nicotinamide O=C(CC1=CC=C(OC2=C(C(=O)N)C=CC=N2)C=C1)NC=1C=C2C(=NC=NC2=CC1)NC=1C=C(C=CC1)C